2-[3-(3,4-difluorophenyl)-1H-pyrazol-4-yl]-7-(2,5-dihydro-1H-pyrrol-3-yl)-1,5-naphthyridine FC=1C=C(C=CC1F)C1=NNC=C1C1=NC2=CC(=CN=C2C=C1)C=1CNCC1